FC(S(=O)(=O)CC(=O)N)(F)F ((trifluoromethyl)sulfonyl)-acetamide